FC1CC(C1)(C1=NN=CN1C)C=1C=C(C=CC1)C1=COC2=C(C=C(C=C2C1=O)CN1C[C@H](CCC1)C)C 3-(3-((1R,3S)-3-fluoro-1-(4-methyl-4H-1,2,4-triazol-3-yl)cyclobutyl)phenyl)-8-methyl-6-(((S)-3-methylpiperidin-1-yl)methyl)-4H-chromen-4-one